allyl 5-(((2,6-dimethylphenoxy)(((S)-1-oxo-1-propoxypropan-2-yl)amino)phosphoryl)methyl)benzo[b]thiophene-2-carboxylate CC1=C(OP(=O)(N[C@H](C(OCCC)=O)C)CC2=CC3=C(SC(=C3)C(=O)OCC=C)C=C2)C(=CC=C1)C